C[Si](CCOCN1N=CN=C1)(C)C 1-[[2-(trimethylsilyl)ethoxy]methyl]-1,2,4-triazole